9,9',9'',9'''-(4-(6-phenylpyridin-2-yl)-6-(pyridin-2-yl)benzene-1,2,3,5-tetrayl)tetrakis(3-methyl-9H-carbazole) C1(=CC=CC=C1)C1=CC=CC(=N1)C1=C(C(=C(C(=C1N1C2=CC=CC=C2C=2C=C(C=CC12)C)C1=NC=CC=C1)N1C2=CC=CC=C2C=2C=C(C=CC12)C)N1C2=CC=CC=C2C=2C=C(C=CC12)C)N1C2=CC=CC=C2C=2C=C(C=CC12)C